CC1=C2COC(C2=CC=C1[C@@H]1CN(CCN1)CC=1C=CC(=NC1)N1N=C(C=C1)C#N)=O (R)-1-(5-((3-(4-methyl-1-oxo-1,3-dihydroisobenzofuran-5-yl)piperazin-1-yl)methyl)pyridin-2-yl)-1H-pyrazole-3-carbonitrile